C(C)(C)(C)OC(=O)N1C[C@@H]([C@H](CC1)F)NC1=CC=CC(=N1)C1=CN=C2N1C=CC(=C2)C(=O)OC methyl 3-(6-(((3S,4S)-1-(tert-butoxycarbonyl)-4-fluoropiperidin-3-yl)amino)pyridin-2-yl)imidazo[1,2-a]pyridine-7-carboxylate